C12C(C3CC(CC(C1)C3)C2)NC2=CC(=C(C=C2)NC2=NC=C(C(=N2)NC2=C(C(=O)NC)C=CC=C2C)C(F)(F)F)OC ((2-((4-(adamantan-2-ylamino)-2-methoxyphenyl)amino)-5-(trifluoromethyl)pyrimidin-4-yl)amino)-N,3-dimethylbenzamide